FC1=C(CN2C(N(N=C2)C2=CC=C(C=C2)OC2=CN=NC=C2)=O)C(=CC=C1)F 4-(2,6-difluorobenzyl)-2-(4-(pyridazin-4-yloxy)phenyl)-2,4-dihydro-3H-1,2,4-triazol-3-one